(5R)-2-(aminomethyl)-5-(2-boronoethyl)-1-(methylamino)cyclohexane-1-carboxylic acid NCC1C(C[C@@H](CC1)CCB(O)O)(C(=O)O)NC